FC=1C=C(C=CC1C=1N=NN(N1)CC1=NC=C(C=C1)F)S(=O)(=O)NCCO 3-fluoro-4-(2-((5-fluoropyridin-2-yl)methyl)-2H-tetrazol-5-yl)-N-(2-hydroxyethyl)benzenesulfonamide